C(C1=CC=C(C(=O)OC(CCCCCC)CC(C)C)C=C1)(=O)OC(CCCCCC)CC(C)C di(2,2-dimethylethylheptyl) terephthalate